C[C@](CO)(CN1N=CC(=C1)C=1N=C(C=2N(C1)N=CC2)C=2C=NN(C2)C(CC)CC)O (R)-2-methyl-3-(4-(4-(1-(pent-3-yl)-1H-pyrazol-4-yl)pyrazolo[1,5-a]pyrazin-6-yl)-1H-pyrazol-1-yl)propane-1,2-diol